4-tert-butylperoxyisopropylbenzene Francium methylanthracenedisulfonate COS(=O)(=O)C=1C(=CC=C2C=C3C=CC=CC3=CC12)S(=O)(=O)[O-].[Fr+].C(C)(C)(C)OOC1=CC=C(C=C1)C(C)C